COC=1C=C2C(=CC=NC2=CC1OC)NC1=CC=C(C=C1)NC(=O)NC1=CC=C(C=C1)OC 1-(4-((6,7-dimethoxyquinolin-4-yl)amino)phenyl)-3-(4-methoxyphenyl)urea